C[C@]1(C(NC(CC1)=O)=O)N1C(C2=CC=C(C=C2C1=O)CNC(=O)C1=NC=CC=C1)=O pyridine-2-carboxylic acid [2-[(3S)-3-methyl-2,6-dioxo-piperidin-3-yl]-1,3-dioxo-2,3-dihydro-1H-isoindol-5-ylmethyl]-amide